C1(CC1)C(=O)NC=1SC2=C(C1C(=O)NCC1CC1)CC(CC2)C(=O)NC=2C=C1N=CC=NC1=CC2 2-(Cyclopropanecarbonylamino)-N3-(cyclopropylmethyl)-N5-quinoxalin-6-yl-4,5,6,7-tetrahydrobenzothiophene-3,5-dicarboxamide